FC1=NN(C=C1)C1=CC=C(C(=N1)N)[N+](=O)[O-] 6-(3-fluoropyrazol-1-yl)-3-nitropyridin-2-amine